[Cl-].F hydrofluoric acid, chloride salt